1-aminobenzo[4,5]imidazo[1,2-a]pyrazine-3-formamide NC=1C=2N(C=C(N1)C(=O)N)C1=C(N2)C=CC=C1